4-vinylbenzyltrimethylammonium tetrafluoroborate F[B-](F)(F)F.C(=C)C1=CC=C(C[N+](C)(C)C)C=C1